FC1=CC=C(C=C1)[C@@H]1N(CCC2=CC=CC=C12)C(CC(=O)N1CCN(CC1)C)=O (S)-1-(1-(4-fluorophenyl)-3,4-dihydroisoquinolin-2(1H)-yl)-3-(4-methylpiperazin-1-yl)propane-1,3-dione